C[Si](O[Si](C=C)(C1=CC=CC=C1)C)(C=C)C1=CC=CC=C1.[Pt] platinum (0) 1,3-dimethyl-1,3-diphenyl-1,3-divinyl-disiloxane